tert-butyl N-[(1S)-4-hydroxy-1-(hydroxymethyl)-3,3-dimethyl-butyl]carbamate OCC(C[C@@H](CO)NC(OC(C)(C)C)=O)(C)C